NCCC1CCC2=C(C(C=3C=CC=CC3C2=O)=O)CC1 8-(2-aminoethyl)-7,8,9,10-tetrahydro-5H-cyclohepta[b]naphthalene-5,11(6H)-dione